2-(1H-imidazol-5-yl)acetate N1C=NC=C1CC(=O)[O-]